2-methylpropylsulfonic Acid CC(CS(=O)(=O)O)C